CC=1C=CC=C2CCCN(C12)S(=O)(=O)C=1C(=NC=C(C1)C1=CC(=NO1)C)C 8-methyl-1-{[2-methyl-5-(3-methyl-1,2-oxazol-5-yl)pyridin-3-yl]sulfonyl}-1,2,3,4-tetrahydroquinoline